NC=1C=C(C=C(C1)C(F)(F)F)[C@@H](C)NC1=C2C(=C(N=N1)C)C=NC(=C2)C=2C=CC(N(C2)CCC2=CC=C(C=C2)C2C(NC(CC2)=O)=O)=O 3-(4-(2-(5-(1-(((R)-1-(3-amino-5-(trifluoromethyl)phenyl)ethyl)amino)-4-methyl-pyrido[3,4-d]pyridazin-7-yl)-2-oxopyridin-1(2H)-yl)ethyl)phenyl)piperidine-2,6-dione